ClC=1N(C(=C(C1Cl)C(CN1C2[C@@H](CC1CC2)O)=O)C)C2=CC=C(C#N)C=C2 4-(2,3-dichloro-4-(2-((2R)-2-hydroxy-7-azabicyclo[2.2.1]heptan-7-yl)acetyl)-5-methyl-1H-pyrrol-1-yl)benzonitrile